(3-(cyclopropylmethoxy)-4-(difluoromethoxy)phenyl)-6-oxo-1,6-dihydropyridazine-3-carboxylic acid C1(CC1)COC=1C=C(C=CC1OC(F)F)N1N=C(C=CC1=O)C(=O)O